(3-((Pyridin-2-ylamino)methyl)azetidin-1-yl)(5-(4-(trifluoromethyl)phenoxy)naphthalen-2-yl)methanone N1=C(C=CC=C1)NCC1CN(C1)C(=O)C1=CC2=CC=CC(=C2C=C1)OC1=CC=C(C=C1)C(F)(F)F